BrC=1C=C(C(=NC1OC(C)C1=CC(=CC(=C1)F)F)C)N=CN(C)CC N'-{5-bromo-6-[1-(3,5-difluoro-phenyl)ethoxy]-2-methylpyridin-3-yl}-N-ethyl-N-methylimidoformamide